3-nitro-9-cyclohexylcarbazole [N+](=O)([O-])C=1C=CC=2N(C3=CC=CC=C3C2C1)C1CCCCC1